methyl-4-(1-methyl-6-oxo-1,6-dihydro-[3,3'-bipyridin]-4-yl)-1-tosyl-2-(1-(trifluoromethyl)-1H-pyrazol-4-yl)-1,6-dihydro-7H-pyrrolo[2,3-c]pyridin-7-one CC1=C(N(C=2C(NC=C(C21)C=2C(=CN(C(C2)=O)C)C=2C=NC=CC2)=O)S(=O)(=O)C2=CC=C(C)C=C2)C=2C=NN(C2)C(F)(F)F